CN1CCN(CC1)CCCC(=O)OCC1=CC(=CC(=C1)OCCCCCCCCCCCCCCC)OCCCCCCCCCCCCCCCC 3-(Hexadecyloxy)-5-(pentadecyloxy)benzyl 4-(4-methylpiperazin-1-yl)butanoate